Cl[Si](CCC#N)(Cl)Cl 3-(Trichlorosilyl)propionitrile